CN1N=C(C(=C1)C1=NC(=NC=C1OC)NC=1C=CC(=C(C1)NC(C)=O)N(C)CCN(C)C)C N-(5-((4-(1,3-dimethyl-1H-pyrazol-4-yl)-5-methoxypyrimidin-2-yl)amino)-2-((2-(dimethylamino)ethyl)(methyl)amino)phenyl)acetamide